N-(3-(1,1-difluoroethyl)phenyl)-1-(6-(difluoromethoxy)-[1,1'-biphenyl]-3-yl)-4-ethyl-3-methyl-5-oxo-4,5-dihydro-1H-pyrazole-4-carboxamide FC(C)(F)C=1C=C(C=CC1)NC(=O)C1(C(=NN(C1=O)C=1C=C(C(=CC1)OC(F)F)C1=CC=CC=C1)C)CC